ClC1=CC=C(C=C1)C1=NC=2N(C=C1)N=C(C2C2=NC=1C(=NC=C(C1)C(F)(F)F)N2C)SCC 2-(5-(4-chlorophenyl)-2-(ethylsulfanyl)pyrazolo[1,5-a]pyrimidin-3-yl)-3-methyl-6-(trifluoromethyl)-3H-imidazo[4,5-b]pyridine